cyclopropyl-6-(1-ethoxyvinyl)benzimidazole C1(CC1)C=1NC2=C(N1)C=C(C=C2)C(=C)OCC